ClC(OC1=CC=C(C=C1)NC(=O)C1=CN(C(C=C1)=O)C=1C=NC=NC1)(F)F N-[4-(Chlorodifluoro-methoxy)phenyl]-6-oxo-1-(pyrimidin-5-yl)-1,6-dihydropyridine-3-carboxamide